1-(2-(isoxazol-3-ylamino)-2-oxoethyl)-4,4-dimethyl-1-(2-((4-methyl-2-(((tetrahydro-2H-pyran-4-yl)oxy)carbonyl)thiophen-3-yl)amino)-2-oxoethyl)piperidin-1-ium O1N=C(C=C1)NC(C[N+]1(CCC(CC1)(C)C)CC(=O)NC1=C(SC=C1C)C(=O)OC1CCOCC1)=O